BrC1=CC=C2CN(C(C2=C1F)=O)C(C(=O)NC=1SC=CN1)C1=C(C=CC(=C1)F)OC 2-(6-Bromo-7-fluoro-1-oxo-isoindolin-2-yl)-2-(5-fluoro-2-methoxy-phenyl)-N-thiazol-2-yl-acetamide